N1N=CC=C1 1H-1,2-diazole